(R)-(3-(2-hydroxy-1-phenylethyl)-1,2,3-oxadiazol-3-ium-5-yl)((3-(trifluoromethyl)phenyl)carbamoyl)amide OC[C@@H](C1=CC=CC=C1)[N+]1=NOC(=C1)[N-]C(NC1=CC(=CC=C1)C(F)(F)F)=O